butyl (1R,5S,6s)-6-amino-3-azabicyclo[3.1.0]hexane-3-carboxylate NC1[C@@H]2CN(C[C@H]12)C(=O)OCCCC